C(CCC=C)#N 4-pentenenitrile